N[C@H]1CCC2=C(NC1=O)N=CC(=C2)/C=C/C(=O)N(CC2=C(OC1=C2C=CC=C1)C)C (S,E)-3-(7-amino-8-oxo-6,7,8,9-tetrahydro-5H-pyrido[2,3-b]azepin-3-yl)-N-methyl-N-((2-methylbenzofuran-3-yl)methyl)acrylamide